BrOP(=O)(O)C1=CC=CC=2C3=CC=CC=C3NC12 bromophosphonocarbazole